FC=1C=C(C=CC1F)C(CC[C@@H]1C(NC2NCC(NC21)C(=O)OC(C)(C)C)=O)=C tert-butyl (7S,8aS)-7-(3-(3,4-difluorophenyl)but-3-en-1-yl)-6-oxohexahydropyrrolopyrazine-2(1H)-carboxylate